NC=1C=2N(C(=C(N1)C=1C=C(C#N)C=CC1)C1=NC=NC=C1)N=C(N2)CC2=C(C=CC=C2C2=CC=NN2C)F 3-(8-amino-2-(2-fluoro-6-(1-methyl-1H-pyrazol-5-yl)benzyl)-5-(pyrimidin-4-yl)-[1,2,4]triazolo[1,5-a]pyrazin-6-yl)benzonitrile